FC(C1=CC=C(C=C1)NC1CCC2=CC=C(C=C12)NC(C=C)=O)(F)F N-(3-((4-(trifluoromethyl)phenyl)-amino)-2,3-dihydro-1H-inden-5-yl)acrylamide